(difluoromethyl)-2-[(4-methoxy-1H-pyrazol-1-yl)methyl]-1-[(2R,4R)-2-methyltetrahydro-2H-pyran-4-yl]-1H-imidazo[4,5-c]quinoline FC(F)C1=NC=2C=CC=CC2C2=C1N=C(N2[C@H]2C[C@H](OCC2)C)CN2N=CC(=C2)OC